Cl.NC=1C=C(C(N)=N)C=CC1N 3,4-diaminobenzimidamide hydrochloride